2-(3-Amino-4-(trifluoromethyl)benzo[b]thiophen-2-yl)-1,1,1-trifluoropropan-2-ol NC=1C2=C(SC1C(C(F)(F)F)(C)O)C=CC=C2C(F)(F)F